{5-[6-ethynyl-5-(morpholin-4-yl)pyridin-3-yl]-2-fluoro-4-methylphenyl}-4-fluoro-3-(2-fluoropropan-2-yl)benzamide C(#C)C1=C(C=C(C=N1)C=1C(=CC(=C(C1)C1=C(C(=O)N)C=CC(=C1C(C)(C)F)F)F)C)N1CCOCC1